3-((3-(1-(3-bromophenyl)vinyl)-5-fluoropyridin-2-yl)amino)-5,5-dimethylcyclohex-2-en-1-one BrC=1C=C(C=CC1)C(=C)C=1C(=NC=C(C1)F)NC1=CC(CC(C1)(C)C)=O